ClC=1C=CC2=C([C@@H](C[C@@H](O2)C(=O)NC23CCC(CC2)(CC3)C=3OC(=NN3)[C@@H]3C[C@@H](C3)OC(F)(F)F)O)C1 |&1:6,8| rac-(2R,4R)-6-chloro-4-hydroxy-N-(4-{5-[cis-3-(trifluoromethoxy)cyclobutyl]-1,3,4-oxadiazol-2-yl}bicyclo[2.2.2]octan-1-yl)-3,4-dihydro-2H-1-benzopyran-2-carboxamide